F[C@H]1C[C@H](N(C1)C(CN1C[C@H](CC1)NC1=C2C=CC=NC2=C(C=C1)OC)=O)C#N (2s,4S)-4-fluoro-1-[2-[(3S)-3-[(8-methoxy-5-quinolyl)amino]pyrrolidin-1-yl]acetyl]pyrrolidine-2-carbonitrile